CC(=O)CCO The molecule is a beta-hydroxy ketone that is butan-2-one substituted by a hydroxy group at position 4. It is a beta-hydroxy ketone and a methyl ketone. It derives from a butan-2-one.